CN(CCN1CCN(CC1)C)C N,N,4-trimethylpiperazine-1-ethylamine